FC(COC1=CC=CC=2C(=C(SC21)C=2N(N=CC2)C)C#N)F 7-(2,2-difluoroethoxy)-2-(2-methylpyrazol-3-yl)benzothiophene-3-carbonitrile